Undecan-2-one, hydrochloride Cl.CC(CCCCCCCCC)=O